1-(trans-4-((5-cyanopyridin-2-yl)amino)cyclohexyl)-3-(3-methoxybenzyl)-1-(6-(1-methyl-1H-pyrazol-4-yl)pyridin-3-yl)urea C(#N)C=1C=CC(=NC1)N[C@@H]1CC[C@H](CC1)N(C(=O)NCC1=CC(=CC=C1)OC)C=1C=NC(=CC1)C=1C=NN(C1)C